C(C)OC(=O)C=1C(N=C(NC1)C=1SC=CN1)C1=C(C(=CC=C1)F)Cl 4-(2-chloro-3-fluoro-phenyl)-2-thiazol-2-yl-1,4-dihydro-pyrimidine-5-carboxylic acid ethyl ester